NC1=C(C=CC2=CC(=CC=C12)C(=O)O)C(=O)O α-amino-2,6-naphthalenedicarboxylic acid